4-(6-chloro-5-(5-methoxypyridin-3-yl)-1H-indol-2-yl)-1-(cyclopropylmethyl)pyridin-2(1H)-one ClC1=C(C=C2C=C(NC2=C1)C1=CC(N(C=C1)CC1CC1)=O)C=1C=NC=C(C1)OC